6-Methoxy-2,6-dimethyl-heptane-3-thiol COC(CCC(C(C)C)S)(C)C